FC1=C(C(=O)N)C(=CC=C1)C([2H])([2H])[2H] 2-fluoro-6-(methyl-d3)Benzamide